FC(C(\C=C\C(C(F)(F)F)(F)F)(F)F)(F)F E-1,1,1,2,2,5,5,6,6,6-decafluoro-3-hexene